1-((3-(difluoromethyl)-1-methyl-1H-pyrazol-5-yl)oxy)propan-2-one FC(C1=NN(C(=C1)OCC(C)=O)C)F